C(C)OC(CCC(=O)C1=NC(=CC=C1O)CC1=C(C(=CC=C1F)Cl)F)=O 4-[6-(3-Chloro-2,6-difluoro-benzyl)-3-hydroxy-pyridin-2-yl]-4-oxo-butyric acid ethyl ester